6-methyl-2,4-heptanediol CC(CC(CC(C)O)O)C